C(C)C1CCCCC\C=C/CCCCCCCC(O1)=O (Z)-17-ethyl-oxacycloheptadec-10-en-2-one